FC1=C(C=CC=C1)C1=CC=C(C=C1)CSC1=C(N=NN1)C(=O)O 5-(((2'-fluoro-[1,1'-biphenyl]-4-yl)methyl)thio)-1H-1,2,3-triazole-4-carboxylic acid